tetrahydro-7-morpholin-yl-2,3-dioxo-6-(trifluoromethyl)quinoxalin N1(CCOCC1)C1=C(CC2NC(C(NC2=C1)=O)=O)C(F)(F)F